C1=CC=CC=2C3=CC=CC=C3C(C12)N=C=O 9H-fluoren-9-yl isocyanate